ClC1=C(C=C(C=C1)C1=NC=NC2=CC(=CC=C12)N1CCOCC1)C(C(=O)N)C1=NC=CN=C1OC 2-[2-Chloro-5-(7-morpholin-4-yl-quinazolin-4-yl)-phenyl]-2-(3-methoxy-pyrazin-2-yl)acetamide